C(CCCCCCCCCCCCCCCCCCC(=O)N)CCCCCCCCCCCCCCCCCC(=O)N ethylenedistearic acid amide